N-hydroxypropyl-benzothiazolium chloride salt [Cl-].OCCC[N+]1=CSC2=C1C=CC=C2